NC=1C(=NC(=C(N1)F)Br)C=1C=C2CCNC(C2=CC1)=O 6-(3-amino-6-bromo-5-fluoropyrazin-2-yl)-3,4-dihydroisoquinolin-1(2H)-one